O[C@](C=1C=C(C=NC1)C1=NOC(=N1)CC(C)(O)C)(C1=CC=C(C=C1)C(C)C)C1(CN(C1)C(C)C)C 1-(3-{5-[(R)-hydroxy-(1-isopropyl-3-methyl-azetidin-3-yl)-(4-isopropyl-phenyl)-methyl]-pyridin-3-yl}-[1,2,4]Oxadiazol-5-yl)-2-methyl-propan-2-ol